C(N)(=O)[C@H]1N2C(N([C@H](CC1)C2)OS(=O)(=O)OC=2C(=C(C(=O)[O-])C=CC2)CCCC(C)(C)C)=O (((((1R,2S,5R)-2-carbamoyl-7-oxo-1,6-diazabicyclo[3.2.1]oct-6-yl) oxy) sulfonyl) oxy)-4,4-dimethylpentylbenzoate